O=C1N(CCC(N1)=O)C=1C=C(C(=O)N2CCC(CC2)OCCN2CCN(CC2)C(=O)OC(C)(C)C)C=CC1OC tert-butyl 4-(2-((1-(3-(2,4-dioxotetrahydropyrimidin-1(2H)-yl)-4-methoxybenzoyl)piperidin-4-yl)oxy)ethyl)piperazine-1-carboxylate